OCCNC1=C(C)C=C(C=C1)N 2-(2-hydroxyethylamino)-5-aminotoluene